2-[6-(2-bromophenyl)-6,6-difluoro-hexyl]isoindoline-1,3-dione BrC1=C(C=CC=C1)C(CCCCCN1C(C2=CC=CC=C2C1=O)=O)(F)F